C(C=C)(=O)OCCC[Si](C)(OC)OC 3-[Dimethoxy(methyl)silyl]propyl acrylate